5-(2,5-diethylpiperazin-1-yl)-2,3-dihydro-1,4-benzodioxine C(C)C1N(CC(NC1)CC)C1=CC=CC=2OCCOC21